CN1N=NC(=C1NC(O[C@H](C)C=1C(=NC=C(C1)F)C)=O)C1=NC=C(C=C1)NS(=O)(=O)C (R)-1-(5-fluoro-2-methylpyridin-3-yl)ethyl (1-methyl-4-(5-(methyl-sulfonamido) pyridin-2-yl)-1H-1,2,3-triazol-5-yl)carbamate